FC1=C(C(=CC=C1)[N+](=O)[O-])N1CCC2(CCC2)CC1 7-(2-fluoro-6-nitro-phenyl)-7-azaspiro[3.5]nonane